2-{1-[(difluoromethoxy)methyl]-4-oxocyclohexyl}acetonitrile FC(OCC1(CCC(CC1)=O)CC#N)F